C([C@@H]1[C@@H]([C@@H]([C@H]([C@@H](O1)O[C@H]2[C@H](O[C@@H]([C@@H]([C@H]2O)O)O[C@H]3[C@H]([C@H](OC([C@@H]3O)O)CO)O)CO)O)O)O)O The molecule is a galactotriose consisting of beta-D-galactopyranose, alpha-D-galactopyranose and D-galactopyranose residues joined in sequence by (1->4) and (1->3) glycosidic bonds. It derives from a beta-D-Galp-(1->4)-alpha-D-Galp and an alpha-D-galactosyl-(1->3)-D-galactose.